3-(1-methyl-3-(morpholinomethyl)-1H-indol-5-yl)-1,5,6,7,8,9-hexahydro-2H-cyclohepta[4,5]thieno[2,3-d]pyrimidine-2,4(3H)-dione CN1C=C(C2=CC(=CC=C12)N1C(NC2=C(C1=O)C1=C(S2)CCCCC1)=O)CN1CCOCC1